3-(1-oxo-5-(1,2,5,6-tetra-hydropyridin-3-yl)isoindolin-2-yl)piperidine-2,6-dione O=C1N(CC2=CC(=CC=C12)C=1CNCCC1)C1C(NC(CC1)=O)=O